C(C)(C)N1CC2=C(CC1)N=C(N2)C2COC1=CC=C(C=C1C2)ON2C(CCC1=CC=CN=C21)=O [3-(5-isopropyl-3,4,6,7-tetrahydroimidazo[4,5-c]pyridin-2-yl)chroman-6-yl]oxy-3,4-dihydro-1H-1,8-naphthyridin-2-one